CN[C@@H](CC1CCCCC1)C |r| (RS)-N,α-dimethyl-cyclohexylethylamine